C(C)C1=C(C=C(C(=O)C2=CC=C(C=C2)CC)C=C1)C(=O)C1=CC=CC=C1 4,4'-diethylisophthalophenone